tert-Butyl 4-[4-(3-fluoro-4-hydroxy-pyrazolo[1,5-a]pyridin-6-yl)-5-methyl-triazol-1-yl]piperidine-1-carboxylate FC=1C=NN2C1C(=CC(=C2)C=2N=NN(C2C)C2CCN(CC2)C(=O)OC(C)(C)C)O